O1CCN(CC1)C1=CC=C(CC2N(C(OC2)=O)C2=CC3=C(NC=N3)C=C2)C=C1 4-(4-Morpholinobenzyl)-3-(1H-benzo[d]imidazol-5-yl)oxazolidin-2-on